(S)-N-((1H-pyrrolo[3,2-c]pyridin-2-yl)methyl)-2-(5-((2,3-dihydro-1H-inden-1-yl)amino)-2-(2-fluorophenyl)-6-oxopyrimidin-1(6H)-yl)acetamide N1C(=CC=2C=NC=CC21)CNC(CN2C(=NC=C(C2=O)N[C@H]2CCC1=CC=CC=C21)C2=C(C=CC=C2)F)=O